C12(CC3CC(CC(C1)C3)C2)CNC(=NC#N)NC=2C3=CN(N=C3C=CC2)C 1-((Adamantan-1-yl)methyl)-2-cyano-3-(2-methyl-2H-indazol-4-yl)guanidine